ClC1=CC=C(C=C1)C1=C(CCC(C1)(C)C)CN1CCN(CC1)C1=CC=C(C(=N1)OC=1C=C2C(=NC1)NC=C2)C(=O)O 6-[4-[[2-(4-chlorophenyl)-4,4-dimethyl-cyclohexen-1-yl]methyl]piperazin-1-yl]-2-(1H-pyrrolo[2,3-b]pyridin-5-yloxy)pyridine-3-carboxylic acid